C1(CC1)C(CCC(=O)O)O 4-CYCLOPROPYL-4-HYDROXYBUTANOIC ACID